3-methoxy-5-(pyrrolidin-1-yl)aniline COC=1C=C(N)C=C(C1)N1CCCC1